3-[(4R)-2-oxooxazolidin-4-yl]propionic acid O=C1OC[C@H](N1)CCC(=O)O